5-[4-[4-[3-[4-[4-amino-3-(4-phenoxyphenyl)pyrazolo[3,4-d]pyrimidin-1-yl]-1-piperidyl]azetidin-1-yl]-1-piperidyl]-1-piperidyl]-2-(2,6-dioxo-3-piperidyl)isoindoline-1,3-dione NC1=C2C(=NC=N1)N(N=C2C2=CC=C(C=C2)OC2=CC=CC=C2)C2CCN(CC2)C2CN(C2)C2CCN(CC2)C2CCN(CC2)C=2C=C1C(N(C(C1=CC2)=O)C2C(NC(CC2)=O)=O)=O